C(C)O[Si](S(=O)(=O)[O-])(OCC)OCC triethoxysilanesulfonate